C(#N)C=1C=C(C=CC1F)N(C(=O)N)CC 3-cyano-4-fluorophenyl-1-ethylurea